O=C(CCCC(=O)OCC(COC(CCC1CCCCC1)=O)COC(CCC1CCCCC1)=O)CCCC(=O)OCC(COC(CCC1CCCCC1)=O)COC(CCC1CCCCC1)=O bis(3-((3-cyclohexylpropanoyl)oxy)-2-(((3-cyclohexyl propanoyl)oxy)methyl)propyl) 5-oxononanedioate